O=C1NC(CCC1N1C(C2=CC=C(C=C2C1)CCNC(C(C1=CC=C(C=C1)C1(CC1)C(F)(F)F)=O)=O)=O)=O N-(2-(2-(2,6-dioxopiperidin-3-yl)-1-oxoisoindolin-5-yl)ethyl)-2-oxo-2-(4-(1-(trifluoro-methyl)cyclopropyl)phenyl)-acetamide